NC1=NC(=NC2=CC=CC=C12)C1=CC=C(C=C1)Cl (S)-4-amino-2-(4-chlorophenyl)-quinazoline